Sodium trifluoromethanesulfonimide tert-butyl-(S)-4-((1-(3-(2,6-bis(benzyloxy)pyridin-3-yl)-1-methyl-1H-indazol-7-yl)piperidin-4-yl)methyl)-3-methylpiperazine-1-carboxylate C(C)(C)(C)OC(=O)N1C[C@@H](N(CC1)CC1CCN(CC1)C=1C=CC=C2C(=NN(C12)C)C=1C(=NC(=CC1)OCC1=CC=CC=C1)OCC1=CC=CC=C1)C.[N-](S(=O)(=O)C(F)(F)F)S(=O)(=O)C(F)(F)F.[Na+]